5-((4-(1H-pyrrolo[2,3-b]pyridin-3-yl)piperazin-1-yl)methyl)-2-(2,4-dioxotetrahydropyrimidin-1(2H)-yl)isoindoline-1,3-dione N1C=C(C=2C1=NC=CC2)N2CCN(CC2)CC=2C=C1C(N(C(C1=CC2)=O)N2C(NC(CC2)=O)=O)=O